[(3S)-3-(4H-1,2,4-Triazol-3-yl)pyrrolidin-1-yl]-[4-[[6-(trifluoromethyl)-3-pyridyl]methoxymethyl]-1-piperidyl]methanone N=1N=C(NC1)[C@@H]1CN(CC1)C(=O)N1CCC(CC1)COCC=1C=NC(=CC1)C(F)(F)F